6-bromo-2-(difluoromethyl)-3-methoxypyridine BrC1=CC=C(C(=N1)C(F)F)OC